COC1=C(C=C(C=C1)OC)C1=CN=CC(=N1)C1=CC(=CS1)NC(=O)C1CCC1 N-(5-(6-(2,5-dimethoxyphenyl)pyrazin-2-yl)thiophen-3-yl)cyclobutanecarboxamide